CN1N=C(C=C1)C=1C(=CC(=NC1)NC(C)=O)NC1=NC(=CC(=C1)C1COCC1)S(=O)(=O)C N-(5-(1-methyl-1H-pyrazol-3-yl)-4-((6-(methylsulfonyl)-4-(tetrahydrofuran-3-yl)pyridin-2-yl)amino)pyridin-2-yl)acetamide